CC1(OC2=C(C(=C(C(=C2CC1)C)O)C)C)CCCC(CCCC(CCCC(C)C)C)C 2,5,7,8-Tetramethyl-2-(4',8',12'-trimethyltridecyl)chroman-6-ol